1,1,3,3-tetramethylcyclobutanediol CC1(C(C(C1O)(C)C)O)C